CS(=O)C1=NN2C(C(N1)=O)=CC(=CC2=O)C(F)(F)F (Methylsulfinyl)-6-(trifluoromethyl)-3H-pyrido[2,1-f][1,2,4]triazine-4,8-dione